O=C1NC(CCC1NC=1C=CC(=C(C1)N1CCN(CC1)C(=O)OC(C)(C)C)F)=O tert-butyl 4-{5-[(2,6-dioxopiperidin-3-yl)amino]-2-fluorophenyl}piperazine-1-carboxylate